NC1=NC=CC=C1C1=NC=2C(=NC(=CC2)CN2CCOCC2)N1C=1C=C2CC[C@@H](C2=CC1)NC1CCN(CC1)C(C=C)=O 1-(4-{[(1S)-5-[2-(2-aminopyridin-3-yl)-5-(morpholin-4-ylmethyl)imidazo[4,5-b]pyridin-3-yl]-2,3-dihydro-1H-inden-1-yl]amino}piperidin-1-yl)prop-2-en-1-one